(3-bromo-2-chlorophenoxy)-9,9-dimethyl-N,N-diphenyl-9H-fluoren-2-amine BrC=1C(=C(OC2=C(C=CC=3C4=CC=CC=C4C(C23)(C)C)N(C2=CC=CC=C2)C2=CC=CC=C2)C=CC1)Cl